methyl 3-((6-((4,4-difluorocyclohexyl)amino)-2-(3-methyl-1,2,4-oxadiazol-5-yl)pyrimidin-4-yl)oxy)azetidine-1-carboxylate FC1(CCC(CC1)NC1=CC(=NC(=N1)C1=NC(=NO1)C)OC1CN(C1)C(=O)OC)F